OCC1=C(N=NN1C)C1=CC=C(C(=N1)C1COC1)O[C@@H]1C[C@H](CCC1)C(=O)O (1S,3S)-3-((6-(5-(hydroxymethyl)-1-methyl-1H-1,2,3-triazol-4-yl)-2-(oxetan-3-yl)pyridin-3-yl)oxy)cyclohexane-1-carboxylic acid